NC1=NC=2C=CC=CC2C2=C1N=C(N2CC(C)(O)C)CCCC(F)(F)F 1-(4-amino-2-(4,4,4-trifluorobutyl)-1H-imidazo[4,5-c]quinolin-1-yl)-2-methylpropan-2-ol